4-(5-amino-2-(ethylcarbamoyl)-7-phenylimidazo[1,2-c]pyrimidin-8-yl)-2,6-dimethylpyridine 1-oxide NC1=NC(=C(C=2N1C=C(N2)C(NCC)=O)C2=CC(=[N+](C(=C2)C)[O-])C)C2=CC=CC=C2